FC1=CC=C(C=C1)C#CC(C(CC(C)C)(O)C)=C 1-(4-fluorophenyl)-4,6-dimethyl-3-methylenehept-1-yn-4-ol